(1s,3s)-3-{5-chloro-3-[2-(methoxymethoxy)-6-methyl-4-(trifluoromethyl)phenyl]-7H-pyrrolo[2,3-c]pyridazin-7-yl}-1-methylcyclobutanol ClC1=CN(C=2N=NC(=CC21)C2=C(C=C(C=C2C)C(F)(F)F)OCOC)C2CC(C2)(O)C